2-chloro-5,7-dimethyl-8-(4-(1-methyl-4-(trifluoromethyl)-1H-imidazol-2-yl)benzyl)-7,8-dihydro-pteridin-6(5H)-one ClC1=NC=2N(C(C(N(C2C=N1)C)=O)C)CC1=CC=C(C=C1)C=1N(C=C(N1)C(F)(F)F)C